ClC=1C(=C(C=CC1)C=1C=C2C(=NC1)N(C(N2CC=2C=NC=CC2)=O)C)F 6-(3-chloro-2-fluoro-phenyl)-3-methyl-1-(3-pyridylmethyl)imidazo[4,5-b]pyridin-2-one